(E)-3-methoxy-2-(2-chloromethylphenyl)-2-propenoic acid methyl ester COC(\C(=C\OC)\C1=C(C=CC=C1)CCl)=O